C(C)C1CCCC=2N1N=C(N2)C(=O)N[C@@H]2C(N(C=1N(CC2)N=CC1)C)=O 5-ethyl-N-[(6S)-4-methyl-5-oxo-7,8-dihydro-6H-pyrazolo[1,5-a][1,3]diazepin-6-yl]-5,6,7,8-tetrahydro-[1,2,4]triazolo[1,5-a]pyridine-2-carboxamide